(S)-3-(benzyloxy)-1-(2-hydroxy-2-phenylethyl)-2-methylpyridin-4(1H)-one C(C1=CC=CC=C1)OC1=C(N(C=CC1=O)C[C@H](C1=CC=CC=C1)O)C